2-Cyclopentyloxy-4-fluorophenol C1(CCCC1)OC1=C(C=CC(=C1)F)O